C[Si](C)(C)CC methylethyldimethylsilane